CC(CO)(C(CC)O)C 2,2-dimethyl-1,3-pentanediol